5'-(4,5-bis(4-carboxyphenyl)-1H-imidazol-2-yl)-[1,1':3',1''-terphenyl]-4,4''-dicarboxylic acid C(=O)(O)C1=CC=C(C=C1)C=1N=C(NC1C1=CC=C(C=C1)C(=O)O)C=1C=C(C=C(C1)C1=CC=C(C=C1)C(=O)O)C1=CC=C(C=C1)C(=O)O